COC(C1=C(C=CC(=C1)N1CC=2N(CC1)C(=NN2)Br)[N+](=O)[O-])=O 5-(3-bromo-5,6-dihydro-[1,2,4]triazolo[4,3-a]pyrazin-7(8H)-yl)-2-nitrobenzoic acid methyl ester